FC=1C=CC2=C(C3C(O2)C3C(=O)NCC3=CC(=CC=C3)I)C1 exo-5-fluoro-N-[(3-iodophenyl)methyl]-1a,6b-dihydro-1H-cyclopropa[b][1]benzofuran-1-carboxamide